2-[2-(aminomethyl)-3,3-difluoro-allyl]-4-[3-methyl-5-(1H-pyrrolo[2,3-b]pyridin-5-yl)-2-pyridyl]-1,2,4-triazol-3-one NCC(CN1N=CN(C1=O)C1=NC=C(C=C1C)C=1C=C2C(=NC1)NC=C2)=C(F)F